bromo(dimethyl)sulfonium Br[S+](C)C